C(C)(C)(C)OC(N[C@H]1CN(C[C@@H](C1)F)C(=O)C1=CC2=C(C(=C(O2)C2=CC=3C(=NC(=CC3)C=3C=C4C(NCC4=CC3)=O)N2CC2CC2)C)C=C1)=O tert-Butyl-((3R,5R)-1-(2-(1-(cyclopropylmethyl)-6-(3-oxoisoindolin-5-yl)-1H-pyrrolo[2,3-b]pyridin-2-yl)-3-methylbenzofuran-6-carbonyl)-5-fluoropiperidin-3-yl)carbamate